N[C@@H]1C2=CC=CC=C2CC12CCN(CC2)C=2NC(C1=C(N2)NN=C1C(=C)C1=C(C(=CC=C1)O)OC)=O (S)-6-(1-amino-1,3-dihydro-spiro[inden-2,4'-piperidin]-1'-yl)-3-(1-(3-hydroxy-2-methoxyphenyl)vinyl)-1,5-dihydro-4H-pyrazolo[3,4-d]pyrimidin-4-one